C1=C(C=CC2=CC=CC=C12)C#CBr 2-naphthylethynyl bromide